2,2-bis(mercaptomethylthio)(E)-1,3-propanedithiol SCSC(CS)(CS)SCS